S1C=NC(=C1)CC=1N=C(C2=C(N1)NC=C2)N [(1,3-thiazol-4-yl)methyl]-7H-pyrrolo[2,3-d]pyrimidin-4-amine